monoanthryl phosphate P(=O)(OC1=CC=CC2=CC3=CC=CC=C3C=C12)([O-])[O-]